(R,E)-1-(3-(3-(4-(7-((3,5-dimethoxyphenyl)amino)-quinoxalin-2-yl)-1H-pyrazol-1-yl)pyrrolidine-1-carbonyl)azetidin-1-yl)-4-(dimethylamino)but-2-en-1-one COC=1C=C(C=C(C1)OC)NC1=CC=C2N=CC(=NC2=C1)C=1C=NN(C1)[C@H]1CN(CC1)C(=O)C1CN(C1)C(\C=C\CN(C)C)=O